methyl 2-(5-bromo-4-(difluoromethyl)-2-oxopyridin-1(2H)-yl)-4-methylpentanoate BrC=1C(=CC(N(C1)C(C(=O)OC)CC(C)C)=O)C(F)F